3,4-dimethyl-5-(methylsulfonyl)benzamide methyl-(Z)-3-((tert-butyldimethylsilyl)oxy)-2-(((tert-butyldimethylsilyl)oxy)imino)but-3-enoate COC(\C(\C(=C)O[Si](C)(C)C(C)(C)C)=N/O[Si](C)(C)C(C)(C)C)=O.CC=1C=C(C(=O)N)C=C(C1C)S(=O)(=O)C